3-Nitro-2,6-dihydroxybenzoic acid [N+](=O)([O-])C=1C(=C(C(=O)O)C(=CC1)O)O